8-cyclopentyl-2-(4-(phenethylamino)piperidin-1-yl)-5-(p-tolylethynyl)pyrido[2,3-d]pyrimidin-7-one C1(CCCC1)N1C(C=C(C2=C1N=C(N=C2)N2CCC(CC2)NCCC2=CC=CC=C2)C#CC2=CC=C(C=C2)C)=O